COC=1C(=NC=CC1OC)C=O 3,4-dimethoxypyridinecarboxaldehyde